CC=1C=2N(C=C(C1)OC[C@H](C)C1=CC=CC=C1)N=C(N2)CCN2C(OC1(C2)CCNCC1)=O 3-[2-[8-methyl-6-[(2R)-2-phenylpropoxy]-[1,2,4]triazolo[1,5-a]pyridin-2-yl]ethyl]-1-oxa-3,8-diazaspiro[4.5]decan-2-one